O(C1=CC=CC=C1)C1=C(C=CC=C1)C1=CC(=NN1)C(=O)N1[C@H]2CN([C@@H](CC1)C2)C#N (1R,5S)-2-(5-(2-phenoxyphenyl)-1H-pyrazole-3-carbonyl)-2,6-diazabicyclo[3.2.1]octane-6-carbonitrile